ClC1=C(C(=CC=C1)F)C(CC(CC(=O)[O-])=O)O 5-(2-chloro-6-fluorophenyl)-5-hydroxy-3-oxopentanoate